N[C@H](C=1N=C2N(N=CC(=C2)C(CC)C2C(N[C@@H](C2)C(F)(F)F)=O)C1)C1CCC(CC1)(F)F (5S)-3-(1-(2-((S)-Amino(4,4-difluorocyclohexyl)methyl)imidazo[1,2-b]pyridazin-7-yl)propyl)-5-(trifluoromethyl)pyrrolidin-2-one